N-[(3S)-7,9-difluoro-2-oxo-1,3,4,5-tetrahydro-1-benzazepin-3-yl]spiro[5H-furo[3,4-d]pyrimidine-7,1'-cyclopentane]-2-carboxamide FC=1C=C(C2=C(CC[C@@H](C(N2)=O)NC(=O)C=2N=CC3=C(N2)C2(CCCC2)OC3)C1)F